FC1=C(CNC(=O)C=2N=NNN2)C(=CC=C1OC)N1N=NN=C1 N-(2-fluoro-3-methoxy-6-(1H-tetrazol-1-yl)benzyl)-2H-tetrazole-5-carboxamide